tert-butyl N-[(1R,3S)-3-(methylcarbamoyl)cyclohexyl]carbamate CNC(=O)[C@@H]1C[C@@H](CCC1)NC(OC(C)(C)C)=O